C1(CC1)C1=C(C=NC2=CC=CN=C12)NC1=CC=C(C=C1)[C@@H](C(F)(F)F)N(C(=O)C1CN(CCC1)C(=O)OC(C)(C)C)C tert-butyl 3-(((S)-1-(4-((4-cyclopropyl-1,5-naphthyridin-3-yl)amino)phenyl)-2,2,2-trifluoroethyl)(methyl)carbamoyl)piperidine-1-carboxylate